N-(4-((7-(3-bromopropyloxy)-6-methoxyquinolin-4-yl)oxy)-3-fluorophenyl)-N-(4-fluorophenyl)cyclopropane-1,1-dicarboxamide BrCCCOC1=C(C=C2C(=CC=NC2=C1)OC1=C(C=C(C=C1)N(C(=O)C1(CC1)C(=O)N)C1=CC=C(C=C1)F)F)OC